ClC1=C(C=CC=C1Cl)N1CCN(CC1)CCCCON1C(CCC2=CC=CC=C12)=O 4-[4-(2,3-dichlorophenyl)piperazinyl]butoxy-3,4-dihydroquinolin-2(1H)-one